6-methyl-1-phenyl-5-{[4-(4-phenylpiperazin-1-yl)butyl]oxy}-4,5-dihydropyrazolo[3,4-d]pyrimidin-4-one CC=1N(C(C2=C(N1)N(N=C2)C2=CC=CC=C2)=O)OCCCCN2CCN(CC2)C2=CC=CC=C2